2,3-diazidobutane-1,4-diol N(=[N+]=[N-])C(CO)C(CO)N=[N+]=[N-]